6-methyl-1-(1-methyl-1H-1,2,4-triazol-5-yl)-5-(1-(piperazin-1-yl)vinyl)indolizine-7-carboxylic acid isopropyl ester C(C)(C)OC(=O)C=1C(=C(N2C=CC(=C2C1)C1=NC=NN1C)C(=C)N1CCNCC1)C